C(\C=C\C1=CC=C(C=C1)O)(=O)OC\C=C\C1=CC(O)=C(O)C=C1 caffeyl p-coumarate